BrN1CN(C2=C1C=CC=C2)SCNC2=CC=CC=C2 3-bromo-N-(phenylaminomethylthio)benzimidazole